4-methoxy-N-((3-methyl-4-(thiazol-2-yloxy)phenyl)carbamoyl)bicyclo[2.2.2]octane-1-carboxamide COC12CCC(CC1)(CC2)C(=O)NC(NC2=CC(=C(C=C2)OC=2SC=CN2)C)=O